4-(benzyloxy)-3-bromo-1-(2,6-difluorophenyl)-5-iodo-6-methylpyridin-2(1H)-one C(C1=CC=CC=C1)OC1=C(C(N(C(=C1I)C)C1=C(C=CC=C1F)F)=O)Br